N1=CC(=CC=C1)S(=O)(=O)C1=CC=C(C=C1)CNC(=O)C1=CC=2C(=CN=CC2)O1 N-{[4-(pyridine-3-sulfonyl)phenyl]methyl}furo[2,3-c]pyridine-2-carboxamide